(R)-7-chloro-N-(1-(3-(difluoromethyl)-2-fluorophenyl)ethyl)-6-((4-isopropylpiperazin-1-yl)methyl)-2-methylpyrido[2,3-d]pyrimidin-4-amine ClC=1C(=CC2=C(N=C(N=C2N[C@H](C)C2=C(C(=CC=C2)C(F)F)F)C)N1)CN1CCN(CC1)C(C)C